ethene-1,1,2,2-tetrathiol C(=C(S)S)(S)S